C(C)(C)(C)OC(=O)O[C@@H]1[C@H]([C@H](N(C1)C(=O)OC(C)(C)C)CC1=CC=C(C=C1)OC)OC(=O)C1CCOCC1 tert-butyl (2R,3S,4S)-4-[(tert-butoxycarbonyl)oxy]-2-[(4-methoxyphenyl)methyl]-3-(oxane-4-carbonyloxy)pyrrolidine-1-carboxylate